methyl (1R,2S,5S)-3-((S)-2-(cyclopropanecarboxamido)-3-cyclopropylpropanoyl)-6,6-dimethyl-3-azabicyclo[3.1.0]hexane-2-carboxylate C1(CC1)C(=O)N[C@H](C(=O)N1[C@@H]([C@H]2C([C@H]2C1)(C)C)C(=O)OC)CC1CC1